NC1=C(C=CC=C1)OC aminoanisole